N-cyclopropyl-2-isopropoxy-6-methoxy-4-[5-(1-methylpyrazol-4-yl)benzimidazol-1-yl]benzamide C1(CC1)NC(C1=C(C=C(C=C1OC)N1C=NC2=C1C=CC(=C2)C=2C=NN(C2)C)OC(C)C)=O